OCC1=NN(C=C1N(C(C)=O)CC1=CC=C2C=CC(=NC2=C1)NC(OC(C)(C)C)=O)C tert-butyl N-[7-({N-[3-(hydroxymethyl)-1-methyl-1H-pyrazol-4-yl]acetamido}methyl)quinolin-2-yl]carbamate